N-((3R,4R)-4-(2-Hydroxy-2-methylpropoxy)-1-methylpyrrolidin-3-yl)-1-(5-(trifluoromethyl)pyridin-2-yl)-1H-pyrrolo[3,2-c]pyridine-6-carboxamide OC(CO[C@H]1[C@@H](CN(C1)C)NC(=O)C1=CC2=C(C=N1)C=CN2C2=NC=C(C=C2)C(F)(F)F)(C)C